CC=1N=C2N(C=C(C=N2)C=2C=CC(=NC2)C(=O)O)C1 5-[2-methylimidazo[1,2-a]pyrimidin-6-yl]pyridine-2-carboxylic acid